6-chloro-7-(3-fluorophenoxy)-4-((2S)-2-methyl-4-(2-propenoyl)-1-piperazinyl)-1-(2-(2-propanyl)phenyl)pyrido[2,3-d]pyrimidin-2(1H)-one ClC1=CC2=C(N(C(N=C2N2[C@H](CN(CC2)C(C=C)=O)C)=O)C2=C(C=CC=C2)C(C)C)N=C1OC1=CC(=CC=C1)F